C(C)NC1=CC(C2=CC3=CC=C(C=C3C2=C1)NCC)=O 3,6-diethylaminofluorenone